methyl 3-(bromomethyl)-5-fluoro-benzoate BrCC=1C=C(C(=O)OC)C=C(C1)F